N-[(1R)-1-(1,1-difluoro-2,3-dihydro-1H-inden-4-yl)ethyl]-4-methoxy-5-(morpholin-4-yl)-2H-pyrazolo[3,4-c]pyridine-7-carboxamide FC1(CCC2=C(C=CC=C12)[C@@H](C)NC(=O)C1=NC(=C(C=2C1=NNC2)OC)N2CCOCC2)F